1,3-bis-(3-dimethylaminopropyl)-urea CN(CCCNC(=O)NCCCN(C)C)C